FC=1C(NC(N(C1)[C@@H]1O[C@]([C@H](C1)O)(C=C)CO)=O)=O 5-fluoro-1-((2R,4S,5R)-4-hydroxy-5-(hydroxymethyl)-5-vinyltetrahydrofuran-2-yl)pyrimidine-2,4(1H,3H)-dione